N1(C=NC=C1)CC1=NN(C2=C3C(=C(C=C12)O)C=CC=C3)C3=CC=CC=C3 3-((1H-imidazol-1-yl)methyl)-1-phenyl-1H-benzo[g]indazol-5-ol